Cl.C1(CC1)C1=CC=2N(C=C1N)C=C(N2)C 7-cyclopropyl-2-methylimidazo[1,2-a]pyridin-6-amine hydrochloride